FC1=CC(=C(C=C1OC)/C(/C)=N/O)O (E)-1-(4-fluoro-2-hydroxy-5-methoxyphenyl)ethanone oxime